NC1=CN(C=CC=C1)C(=O)C1=NN(C(=C1)C1=CC(=C(C#N)C=C1)F)C1=C(C=C(C=C1)C(C)C)F (R)-4-(3-(3-aminoazepine-1-carbonyl)-1-(2-fluoro-4-isopropylphenyl)-1H-pyrazol-5-yl)-2-fluorobenzonitrile